((E)-3-(4-hydroxy-3-methoxyphenyl)acryloyl)-glycyl-L-phenylalanyl-D-glutamic acid diethyl ester C(C)OC([C@H](NC([C@@H](NC(CNC(\C=C\C1=CC(=C(C=C1)O)OC)=O)=O)CC1=CC=CC=C1)=O)CCC(=O)OCC)=O